S1C=CC2=C1NC(=C2)C(=O)NN 6H-thieno[2,3-b]pyrrole-5-carboxylic acid hydrazide